FC=1C(NC(N(C1)[C@H]1C[C@@H]2OP(OC[C@H]2O1)(OCC1(CC1)C1=CC=CC=C1)=O)=O)=O 5-Fluoro-1-((4aR,6R,7aS)-2-oxido-2-((1-phenylcyclopropyl)methoxy)tetrahydro-4H-furo[3,2-d][1,3,2]dioxaphosphinin-6-yl)pyrimidine-2,4(1H,3H)-dione